N-(4-amino-1H-pyrazolo[4,3-c]pyridin-7-yl)-N'-[(2-isopropylphenyl)methyl]-N'-methyl-oxamide NC1=NC=C(C2=C1C=NN2)NC(=O)C(=O)N(C)CC2=C(C=CC=C2)C(C)C